IC=1C=NN(C1C1=C(C2=CC=CC=C2C(=C1)C)C#N)C 2-(4-iodo-1-methyl-1H-pyrazol-5-yl)-4-methyl-1-naphthalenecarbonitrile